NC1=NC=C(C=2C1=NC(=C(N2)N[C@H]2C[C@H](CC2)O)CC)C=2C=NN(C2)C=2C=NC(=CC2)C (1S,3R)-3-((5-amino-3-ethyl-8-(1-(6-methylpyridin-3-yl)-1H-pyrazol-4-yl)pyrido[3,4-b]pyrazin-2-yl)amino)cyclopentane-1-ol